C(C)(C)(C)N1CCC(CC1)OCCOCCC1=CC=C(C=C1)C1C(NC(CC1)=O)=O tert-butyl-4-[2-[2-[4-(2,6-dioxo-3-piperidyl)phenyl]ethoxy]ethoxy]piperidine